N1=CC=C(C=C1)CC(C)=O (4-pyridyl)-2-propanone